(R)-4-amino-3-hydroxybutyric acid NC[C@@H](CC(=O)O)O